(1,3-dimethyl-azetidin-3-yl)-(4-isopropyl-phenyl)-methanol, hydrochloride Cl.CN1CC(C1)(C)C(O)C1=CC=C(C=C1)C(C)C